5-benzyl-N-(5-cyclopropyl-2-methoxy-[3,4'-bipyridine]-2'-yl)-4H-1,2,4-triazole-3-carboxamide C(C1=CC=CC=C1)C=1NC(=NN1)C(=O)NC1=NC=CC(=C1)C=1C(=NC=C(C1)C1CC1)OC